dibutyl-zinc disulfate carbamate C(N)(O)=O.S(=O)(=O)(O)OS(=O)(=O)O.C(CCC)[Zn]CCCC